CC(=CC[C@H](CC1=C2C(=C(C=C1O)O)C(=O)C[C@H](O2)C3=C(C=C(C=C3)O)O)C(=C)C)C The molecule is a tetrahydroxyflavanone having a structure of naringenin bearing an additional hydroxyl substituent at position 2' as well as a (2R)-5-methyl-2-(prop-1-en-2-yl)hex-4-en-1-yl (lavandulyl) substituent at position 8'. It has a role as an antioxidant, an antimalarial, an antimicrobial agent and a plant metabolite. It is a tetrahydroxyflavanone, a member of 4'-hydroxyflavanones and a (2S)-flavan-4-one. It derives from a (S)-naringenin.